Cl.ClC1=C(CCN2CC(C(CC2)(O)C=2C=C(C(=O)N)C=CC2)CN(C)C)C=CC(=C1)F 3-(1-(2-chloro-4-fluorophenethyl)-3-((dimethylamino)methyl)-4-hydroxypiperidin-4-yl)benzamide hydrochloride